((3R,5R)-3-amino-5-fluoropiperidin-1-yl)(2-(1-(cyclopropylmethyl)-7-methoxy-1H-indol-2-yl)-3-(2-hydroxyethyl)-4-methoxybenzofuran-6-yl)methanone N[C@H]1CN(C[C@@H](C1)F)C(=O)C1=CC2=C(C(=C(O2)C=2N(C3=C(C=CC=C3C2)OC)CC2CC2)CCO)C(=C1)OC